(S)-tetrahydrofuran-2-methanol O1[C@@H](CCC1)CO